tert-butyl 3-methyl-5-(4,4,5,5-tetramethyl-1,3,2-dioxaborolan-2-yl)-2,3-dihydro-4H-1,4-oxazine-4-carboxylate CC1COC=C(N1C(=O)OC(C)(C)C)B1OC(C(O1)(C)C)(C)C